((R)-1-(((2R,3R,4S,5R)-5-(6-amino-2-chloro-9H-purin-9-yl)-4-fluoro-3-hydroxytetrahydrofuran-2-yl)methoxy)-2-methoxy-2-oxoethyl)phosphonic acid NC1=C2N=CN(C2=NC(=N1)Cl)[C@H]1[C@H]([C@@H]([C@H](O1)CO[C@@H](C(=O)OC)P(O)(O)=O)O)F